C(C(=C)C)(=O)OC(CO)CCCCCCCCCC 2-Methacryloyloxydodecanol